BrC1=C(C(=CC=C1)OCC)Cl bromo-2-chloro-3-ethoxybenzene